N-(Benzo[d]thiazol-2-yl)-1-(2-fluorophenyl)-5-isopropyl-1H-1,2,3-triazole-4-carboxamide S1C(=NC2=C1C=CC=C2)NC(=O)C=2N=NN(C2C(C)C)C2=C(C=CC=C2)F